FC=1C2=CN(N=C2C=C(C1)CC(=O)O)CC1=CC=C(C=C1)OC 2-[4-fluoro-2-[(4-methoxyphenyl)methyl]indazol-6-yl]acetic acid